COCCOCCOC.[Ni+2] nickel (II) diethylene glycol dimethyl ether